COC=1C(=NC2=CC=CC=C2C1C1=CC=CC=C1)C=O 3-methoxy-4-phenylquinoline-2-formaldehyde